COC1=C(CC(N)C)C=CC=C1 2-methoxy-amphetamine